propionamide ethanesulfonate C(C)S(=O)(=O)O.C(CC)(=O)N